CN(C1=CC(=C(C=C1)N)C)C N,N-dimethyl-3-methyl-p-phenylenediamine